NC1=CC(=NN1C)C1=C(C=C(C=N1)NC(=O)C=1C=NN(C1C(F)(F)F)C1=C2C=CC=NC2=CC=C1)C#N N-(6-(5-Amino-1-methyl-1H-pyrazol-3-yl)-5-cyanopyridin-3-yl)-1-(chinolin-5-yl)-5-(trifluoromethyl)-1H-pyrazol-4-carboxamid